FC=1C=C(C=CC1OC1=NC=CC(=N1)C)C1=C2N(C=3N=CN=C(C31)N)CCN2C2=C(C(=CC=C2)[N+](=O)[O-])OC 5-(3-fluoro-4-((4-methylpyrimidin-2-yl)oxy)phenyl)-6-(2-methoxy-3-nitrophenyl)-7,8-dihydro-6H-imidazo[1',2':1,5]pyrrolo[2,3-d]pyrimidine-4-Amine